[N+](=O)([O-])C1=CC(=CS1)C1=CC=CC=C1C(=O)O 5-nitro-3-thiol-benzoic acid